4-(7-(4-(trifluoromethyl)-phenoxy)-1,2,3,4-tetra-hydroisoquinoline-2-carbonyl)piperidin-2-one FC(C1=CC=C(OC2=CC=C3CCN(CC3=C2)C(=O)C2CC(NCC2)=O)C=C1)(F)F